BrCF Bromofluoromethan